The molecule is a C12, omega-oxo fatty acid with a double bond at position 9; found in soybean, a metabolite of both linolenic and linoleic acids. It is an oxo fatty acid and an aldehyde. It derives from a cis-9-dodecenoic acid. C(CCC/C=C\\CC=O)CCCC(=O)O